tert-butyl N-[(2R)-3-(2,4-dichlorophenyl)-1-[5-(1-methyl-1H-pyrazol-4-yl)-2,3-dihydro-1H-isoindol-2-yl]-1-oxopropan-2-yl]carbamate ClC1=C(C=CC(=C1)Cl)C[C@H](C(=O)N1CC2=CC=C(C=C2C1)C=1C=NN(C1)C)NC(OC(C)(C)C)=O